benzyl tert-butyl (6-((2-aminoethyl)amino)hexane-1,5-diyl)dicarbamate NCCNCC(CCCCNC(OCC1=CC=CC=C1)=O)NC(OC(C)(C)C)=O